C(C)(C)(C)C1=C(N(C2=C(C=C(C=C12)CCCO)[N+](=O)[O-])C(=O)O)C1=CC=CC=C1.OCCCC=1C=C2C=C(N(C2=C(C1)[N+](=O)[O-])C(=O)OC(C)(C)C)C1=CC=CC=C1 tert-butyl 5-(3-hydroxypropyl)-7-nitro-2-phenyl-1H-indole-1-carboxylate {tert-butyl 5-(3-hydroxypropyl)-7-nitro-2-phenyl-1H-indole-1-carboxylate}